CC1(C(N(C2=CC(=CC=C12)C(=O)O)CC1CCN(CC1)C)=O)C 3,3-dimethyl-1-((1-methylpiperidin-4-yl)methyl)-2-oxoindoline-6-carboxylic acid